C(C)(C)(C)OC(NC1=CC=C2C[C@@H]\3[C@H](OC(/C3=C/O[C@H]3OC(C(=C3C)C)=O)=O)C2=C1)=O Tert-butyl-((3aS,8bS,E)-3-((((S)-3,4-dimethyl-5-oxo-2,5-dihydrofuran-2-yl)oxy)methylene)-2-oxo-3,3a,4,8b-tetrahydro-2H-indeno[1,2-b]furan-7-yl)carbamate